water nickel iron [Fe].[Ni].O